methyl-(naphthyl)dipropoxysilane C[Si](OCCC)(OCCC)C1=CC=CC2=CC=CC=C12